NC=1C=C(OC2CC(C2)C(=O)OCC)C=C(C1)OC (1r,3r)-ethyl 3-(3-amino-5-methoxy-phenoxy)cyclobutanecarboxylate